n-tetracosyl-carbamic acid C(CCCCCCCCCCCCCCCCCCCCCCC)NC(O)=O